ClC1=C(C(=C(N=N1)OC1=C(C(=CC=C1)C1CC1)F)C(=O)NCC(F)(F)C1=C(C=C(C=C1)C)C)C 6-chloro-3-(3-cyclopropyl-2-fluorophenoxy)-N-(2-(2,4-dimethylphenyl)-2,2-difluoroethyl)-5-methylpyridazine-4-carboxamide